C1(CC1)CCNCC=1C=CC=2N(C1)C=C(N2)CNC(=O)C=2N=C1N(C(C2)=O)C=CC=C1 N-[(6-{[(2-cyclopropylethyl)amino]methyl}imidazo[1,2-a]pyridin-2-yl)methyl]-4-oxo-4H-pyrido[1,2-a]pyrimidine-2-carboxamide